N1=CC=NC2=CC=C3C(=C12)C1=CC=CC2=CC=CC3=C12.[F] fluorine acenaphthoquinoxaline